C(C)N1N=[N+](C=C1)C 1-ethyl-3-methyl-1H-1,2,3-triazol-3-ium